1-(Imidazo[1,2-a]pyridin-5-yl)-5-(trifluoromethyl)-N-(2-(trifluoromethyl)pyridin-4-yl)-1H-pyrazol-4-carboxamid N=1C=CN2C1C=CC=C2N2N=CC(=C2C(F)(F)F)C(=O)NC2=CC(=NC=C2)C(F)(F)F